2-(4-fluoro-7-methyl-1H-indol-1-yl)propanoic acid FC1=C2C=CN(C2=C(C=C1)C)C(C(=O)O)C